4-(1-(2,2-difluoroethyl)-3-phenyl-1H-pyrazol-4-yl)-7-methoxy-6-(1-(4,4,5,5-tetramethyl-1,3,2-dioxaborolan-2-yl)cyclopropyl)quinazoline FC(CN1N=C(C(=C1)C1=NC=NC2=CC(=C(C=C12)C1(CC1)B1OC(C(O1)(C)C)(C)C)OC)C1=CC=CC=C1)F